ClC1=CC(=C(C=C1)C1=NC(=NC2=C1N=C(N(C2=O)C)C)N2C[C@@H](OC1(CCC1)C2)C=2C=NN(C2)C)F (S)-8-(4-chloro-2-fluorophenyl)-2,3-dimethyl-6-(6-(1-methyl-1H-pyrazol-4-yl)-5-oxa-8-azaspiro[3.5]nonan-8-yl)pyrimido[5,4-d]pyrimidin-4(3H)-one